C(C)OC=1C=C(C=2N(C1)N=C1C2C=NN1)C=1C=NC(=CC1)F 6-ethoxy-4-(6-fluoropyridin-3-yl)-1H-pyrazolo[3',4':3,4]pyrazolo[1,5-a]pyridine